C(#N)C(CNC=1C(=CC=C2C=CC(=CC12)C1=CC=CC(=N1)C(=O)NC[C@@H](C)NC(C)=O)OC)=C N-[(2R)-1-[(6-{8-[(2-cyano-2-methylideneethyl)amino]-7-methoxynaphthalen-2-yl}pyridin-2-yl)formamido]propan-2-yl]acetamide